(1r,2s,5r)-N-(4-(carbamoylmethyl)phenyl)-menthanecarboxamide C(N)(=O)CC1=CC=C(C=C1)NC(=O)C1C[C@@H](CCC1C(C)C)C